ClC1=NC(=CC(=C1)C1=C(N=C(S1)NC(=O)N1C[C@H](NCC1)C(=O)O)C1=CC(=CC=C1)C#N)C (2S)-4-[[5-(2-chloro-6-methyl-4-pyridinyl)-4-(3-cyanophenyl)thiazol-2-yl]carbamoyl]piperazine-2-carboxylic acid